3-(4-(2-fluorosulfonyl-vinyl)phenyl)propionic acid ethyl ester C(C)OC(CCC1=CC=C(C=C1)C=CS(=O)(=O)F)=O